FC(S(=O)(=O)C1=NC=CC=C1)(F)F 2-((trifluoromethyl)sulfonyl)pyridine